FC=1C(=NC(=NC1)NC1=CC=C(C(=O)O)C=C1)NC1=CC=C(C=C1)NC(C1=C(C=CC=C1)F)=O 4-[[5-fluoro-4-[4-[(2-fluorobenzoyl)amino]anilino]pyrimidin-2-yl]amino]benzoic acid